tert-butyl 2-[(3-bromo-2-fluoro-phenyl)-difluoro-methyl]morpholine-4-carboxylate BrC=1C(=C(C=CC1)C(C1CN(CCO1)C(=O)OC(C)(C)C)(F)F)F